Cl.ClCC1=NC=CC(=C1C)OCCCOC 2-(chloromethyl)-4-(3-methoxypropoxy)-3-methylpyridine hydrochloride